3-methoxy-4-((4-tert-butylbenzoylamino)methyl)phenylboronic acid COC=1C=C(C=CC1CNC(C1=CC=C(C=C1)C(C)(C)C)=O)B(O)O